C1(CCCCC1)N1N=CC=2C1=NC(=NC2NC(=O)C=2SC(=CC2)[N+](=O)[O-])C2=CSC=C2 N-(1-cyclohexyl-6-(thiophen-3-yl)-1H-pyrazolo[3,4-d]pyrimidin-4-yl)-5-nitrothiophene-2-carboxamide